8'-chloro-5'-(methoxyimino)-6'-(pyrimidin-4-ylamino)-2'H-spiro[cyclohexane-1,3'-imidazo[1,5-a]pyridin]-1'(5'H)-one ClC1=C2N(C(C(=C1)NC1=NC=NC=C1)=NOC)C1(NC2=O)CCCCC1